N[C@@H](C(=O)NCCC(=O)OCC1=CC=CC=C1)CCN Benzyl (R)-3-(2,4-diaminobutanamido)propanoate